C12(C=CC=C3C4=CC=CC=C4C=C13)OC=CC=C2 pyranspirofluorene